N[C@@H]([C@@H](C)CC)C(=O)O isoleucin